(R)-4-((1-(3-(1,1-difluoroethyl)-2-fluorophenyl)-prop-2-yn-1-yl)amino)-6-(1-(difluoromethyl)cyclopropyl)-2-methylpyrido[4,3-d]pyrimidin-7(6H)-one FC(C)(F)C=1C(=C(C=CC1)[C@@H](C#C)NC=1C=2C(N=C(N1)C)=CC(N(C2)C2(CC2)C(F)F)=O)F